N1=C(N=CC=C1)CN1C=C(C2=CC=CC=C12)C(=O)NC1=C(C(=O)O)C=CC=C1 2-[1-(pyrimidin-2-ylmethyl)-1H-indole-3-carboxamido]Benzoic acid